NC1=NC=CC(=C1C)NC1=CC=C(C(=O)NC2=CC(=CC=C2)NC2=CC=NC=C2)C=C1 4-(2-amino-3-methylpyridin-4-ylamino)-N-(3-(pyridin-4-ylamino)phenyl)benzamide